(S)-(4-(benzyl-(methyl)amino)-2-hydroxy-bicyclo[2.2.2]oct-1-yl)carbamic acid tert-butyl ester C(C)(C)(C)OC(NC12[C@H](CC(CC1)(CC2)N(C)CC2=CC=CC=C2)O)=O